ClC=1C=C(C=2N(N1)C(=NN2)C2CC2)NCCC2=CC=NC=C2 6-chloro-3-cyclopropyl-N-[2-(4-pyridyl)ethyl]-[1,2,4]triazolo[4,3-b]pyridazin-8-amine